C(CCCCCCCCCCCCCCC)(=O)N[C@H]1[C@](OCCN)(O[C@@H]([C@H]([C@@H]1O)O)CO[C@@H]1[C@@H](O)[C@@H](O)[C@H](O)[C@H](O1)CO)[C@@H]1[C@@H](O)[C@@H](O)[C@H](O)[C@H](O1)CO 2-aminoethyl 2-deoxy-2-palmitamido-[(α-D-mannopyranosyl)-(1→3)]-[α-D-mannopyranosyl-(1→6)]-β-D-glucopyranoside